[O-2].[Zn+2].[In+3].[Si+4] Silicon Indium Zinc oxide